CC(=CCC/C(=C/CC/C(=C/CC/C(=C\\CC/C(=C\\CC/C(=C\\CC/C(=C\\CC/C(=C\\CC/C(=C\\CC/C(=C\\CC/C(=C\\COP(=O)(O)OP(=O)(O)O[C@@H]1[C@@H]([C@H]([C@@H]([C@H](O1)CO)O[C@H]2[C@H]([C@H]([C@@H]([C@H](O2)C(=O)O)O)O)NC(=O)C)O)NC(=O)C)/C)/C)/C)/C)/C)/C)/C)/C)/C)/C)C The molecule is a polyprenyl phospho oligosaccharide where beta-D-ManNAcA-(1->4)-D-GlcNAc comprises the oligosaccharide component and is linked via a diphosphate to a polyprenyl chain consisting of eleven prenyl units. It is a conjugate acid of a beta-D-ManNAcA-(1->4)-alpha-D-GlcNAc-1-diphospho-ditrans,polycis-undecaprenol(3-).